NC=1C(=C(C(=CC1)F)C=1C=CC=2N(C1)C=NC2C(=O)OC)F methyl 6-(3-amino-2,6-difluorophenyl)imidazo[1,5-a]pyridine-1-carboxylate